ClC=1C(=C2C(=C3C=CC(=NC13)N1C[C@H]([C@@H](C1)O)N(C)C)COC2)C2=NC=C(C1=C2C(=C(S1)NC(OC(C)(C)C)=O)C#N)F tert-Butyl (4-(5-chloro-7-((3R,4R)-3-(dimethylamino)-4-hydroxypyrrolidin-1-yl)-1,3-dihydrofuro[3,4-f]quinolin-4-yl)-3-cyano-7-fluorothieno[3,2-c]pyridin-2-yl)carbamate